C(C)(C)(C)OC(N(C(=O)OC(C)(C)C)CCCCCCCC\C=C\C(=O)N1C[C@@H](CCC1)N1N=C(C=2C1=NC=NC2N)C2=CC=C(C=C2)OC2=CC=CC=C2)=O tert-butyl-N-[(E)-11-[(3R)-3-[4-amino-3-(4-phenoxyphenyl)pyrazolo[3,4-d]pyrimidin-1-yl]-1-piperidyl]-11-oxo-undec-9-enyl]-N-tert-butoxycarbonyl-carbamate